FC1=C(C=CC(=C1)F)CS(=O)(=O)NC1=C(C(=C(C=C1F)OC1=NC=CC=C1C1=NC(=NC=C1)N[C@@H]1CNC[C@@H](C1)CF)F)F 1-(2,4-difluorophenyl)-N-(2,3,6-trifluoro-4-((3-(2-(((3S,5R)-5-(fluoromethyl)piperidin-3-yl)amino)pyrimidin-4-yl)pyridin-2-yl)oxy)phenyl)methanesulfonamide